Methyl 5-({[1-(5-chloro-pyridin-2-yl)cyclopropyl] carbonyl} amino)-2-(1-cyclobutyl-1H-pyrazol-4-yl)benzoate ClC=1C=CC(=NC1)C1(CC1)C(=O)NC=1C=CC(=C(C(=O)OC)C1)C=1C=NN(C1)C1CCC1